CC/C=C/C=C/C=C Octatriene